6-(hydroxymethyl)morpholin-3-one methyl-3-(1-ethyl-3-methyl-1H-pyrazol-5-yl)-5-fluorobenzoate COC(C1=CC(=CC(=C1)F)C1=CC(=NN1CC)C)=O.OCC1OCC(NC1)=O